CCCCCCCCCCCCCCCCCCCCCCCCCCCCCCCCCCC pentatriacontan